copper lead zinc gold silver iron sulphide [Fe]=S.[Ag].[Au].[Zn].[Pb].[Cu]